pyrrolo[3,4-f]benzotriazole-5,7(2H,6H)-dion N=1NN=C2C1C=C1C(=C2)C(NC1=O)=O